FC=1C=C(CC=2C=CC(=NC2)N2C=C(C=CC2)C(=O)N)C=C(C1F)F (5-(3,4,5-trifluorobenzyl)pyridin-2-yl)-1,6-dihydropyridine-3-carboxamide